7-fluoro-5-{7-[(3S,4S)-3-fluoro-2,2,6,6-tetramethylpiperidin-4-yl]-7H-pyrrolo[2,3-c]pyridazin-3-yl}-2-methyl-1,3-benzoxazol-6-ol formate C(=O)OC1=C(C2=C(N=C(O2)C)C=C1C1=CC2=C(N=N1)N(C=C2)[C@@H]2[C@@H](C(NC(C2)(C)C)(C)C)F)F